FC(C1=CC=C(C=C1)N1CC(CC2=CC=CC=C12)NCCC(=O)O)(F)F 3-((1-(4-(trifluoromethyl)-phenyl)-1,2,3,4-tetrahydro-quinolin-3-yl)amino)-propanoic acid